FC(C1=NC=C(C=N1)[C@@H](C)NC(C1=CC(=CC(=C1)OC1COC1)C=1SC(=CN1)C)=O)F N-{(1R)-1-[2-(difluoromethyl)pyrimidin-5-yl]ethyl}-3-(5-methyl-1,3-thiazol-2-yl)-5-(oxetan-3-yloxy)benzamide